S(C)(=O)(=O)O.S(C)(=O)(=O)O.N1=C(C=CC=C1)C=1C(=NC=CC1)C(N)=S (pyridin-2-yl)pyridin-2-thioamide Dimesylate